ClC1=CC(=NC2=CN=CC=C12)C1=CC=NC=C1 4-chloro-2-(pyridin-4-yl)-1,7-naphthyridine